[Cl-].[Cl-].C[SiH](C)[Zr+2](C1(C=CC=C1)C(C)(C)C)C1(C=CC=C1)C(C)(C)C dimethylsilylbis(tert-butylcyclopentadienyl)zirconium dichloride